(S)-3-cyclohexyl-4-(furan-2-carbonyl)-1,3,4,5-tetrahydro-2H-benzo[e][1,4]diazepin-2-one C1(CCCCC1)[C@@H]1N(CC2=C(NC1=O)C=CC=C2)C(=O)C=2OC=CC2